N-{2-[(3R)-1-benzylpyrrolidin-3-yl]ethyl}-4-chloro-3-(4-chloro-6-methylpyridin-3-yl)benzamide C(C1=CC=CC=C1)N1C[C@@H](CC1)CCNC(C1=CC(=C(C=C1)Cl)C=1C=NC(=CC1Cl)C)=O